N,N,N-trimethyl-ethylammonium C[N+](C)(C)CC